N-(3-((R)-N-(D-alanyl)-S-methylamino-sulfinyl)phenyl)-5-chloro-2-((6-fluoro-2-methylpyridin-3-yl)oxy)-4-(trifluoromethyl)benzamide N[C@H](C)C(=O)N([S@](=O)C=1C=C(C=CC1)NC(C1=C(C=C(C(=C1)Cl)C(F)(F)F)OC=1C(=NC(=CC1)F)C)=O)C